C1(=CC=CC=C1)C=1OC(=CC1)C1=CC=CC=C1 2,5-diphenyloxole